(S)-3-fluoro-4-nitro-5-((oxetan-2-ylmethyl)amino)benzoic acid methyl ester COC(C1=CC(=C(C(=C1)NC[C@H]1OCC1)[N+](=O)[O-])F)=O